(1R,4R)-4-((6-bromopyridin-2-yl)amino)cyclohexane BrC1=CC=CC(=N1)NC1CCCCC1